3-methylbutan-2-yl 1-{3-[(6-{[6-(5-chloro-2-fluorophenyl)-3-(hydroxymethyl)pyridazin-4-yl]amino}pyrimidin-4-yl)carbamoyl]cyclobutyl}piperidine-4-carboxylate ClC=1C=CC(=C(C1)C1=CC(=C(N=N1)CO)NC1=CC(=NC=N1)NC(=O)C1CC(C1)N1CCC(CC1)C(=O)OC(C)C(C)C)F